The molecule is a beta-glucoside having 4-hydroxyphenoxy residue as the anomeric substituent and a [(2E)-3-(1,4-dihydroxy-6-oxocyclohex-2-en-1-yl)prop-2-enoyl]oxy residue at position 6. Isolated from Grevillea, it exhibits antimalarial activity. It has a role as a metabolite and an antimalarial. It is an enoate ester, a member of phenols, a monosaccharide derivative, a beta-D-glucoside and a tertiary alpha-hydroxy ketone. C1C(C=CC(C1=O)(/C=C/C(=O)OC[C@@H]2[C@H]([C@@H]([C@H]([C@@H](O2)OC3=CC=C(C=C3)O)O)O)O)O)O